C1(N=CC(N2C=C3N=C4C=CC=CC4=C3C=C21)=O)=O (6R,12aR)-pyrazino[1',2':1,6]Pyrido[3,4-b]Indole-1,4-dione